4-(PYRROLIDINE-1-CARBONYL)PHENYLBORONIC ACID N1(CCCC1)C(=O)C1=CC=C(C=C1)B(O)O